3-(2-methoxyethyl)-6-nitro-1-(2-(pyrrolidin-1-yl)ethyl)quinazoline-2,4(1H,3H)-dione COCCN1C(N(C2=CC=C(C=C2C1=O)[N+](=O)[O-])CCN1CCCC1)=O